N,N-dipropyl-dodecyl-amine C(CC)N(CCC)CCCCCCCCCCCC